S1C=NC2=C1C=C(C=C2)NC(OC[C@@H]2OC1=C(C3=C(N=C(S3)C3=C4N=CC(=NC4=CC(=C3)C)OC)C(=C1)C)OC2)=O (R)-(2-(2-methoxy-7-methylquinoxalin-5-yl)-4-methyl-7,8-dihydro-[1,4]dioxino[2',3':3,4]benzo[1,2-d]thiazol-7-yl)methyl benzo[d]thiazol-6-ylcarbamate